1-(4-phenyl-3,4-dihydroquinoxaline-1(2H)-yl)-2-(pyrrolidin-1-yl)propan-1-one C1(=CC=CC=C1)N1CCN(C2=CC=CC=C12)C(C(C)N1CCCC1)=O